(3-(5-(difluoromethyl)-1,3,4-thiadiazol-2-yl)-6-(N-(1-(fluoromethyl)cyclopropyl)sulfamoyl)imidazo[1,5-a]pyridin-8-yl)-N,N-dimethyl-3,6-dihydropyridine-1(2H)-carboxamide FC(C1=NN=C(S1)C1=NC=C2N1C=C(C=C2C2N(CC=CC2)C(=O)N(C)C)S(NC2(CC2)CF)(=O)=O)F